COC=1C(=CC=C2C(=CC=NC12)C1N(CCOC1)C(C=C)=O)[N+](=O)[O-] 3-(8-Methoxy-7-nitroquinolin-4-yl)-N-acryloylmorpholine